methylene-bis-deoxyadenosine-5'-monophosphate P(=O)(O)(O)OC[C@@H]1CC([C@@H](O1)N1C=NC=2C(N)=NC=NC12)=C